4-Chloro-6-[(E)-2-ethoxyvinyl]pyrimidine ClC1=NC=NC(=C1)\C=C\OCC